N-((3-Bromophenyl)(methyl)(oxo)-λ6-sulfaneylidene)-2,2,2-trifluoroacetamide BrC=1C=C(C=CC1)S(=NC(C(F)(F)F)=O)(=O)C